O=C([C@H](C[C@H]1C(NCC1)=O)NC(=O)[C@H]1N(C[C@H]2[C@@H]1CCC2)C(C(NC2=C(C=CC=C2)C)=O)=O)COC(F)(F)F (1S,3aR,6aS)-N-((S)-3-oxo-1-((S)-2-oxopyrrolidin-3-yl)-4-(trifluoromethoxy)butan-2-yl)-2-(2-oxo-2-(o-tolylamino)acetyl)octahydrocyclopenta[c]pyrrole-1-carboxamide